N1N=CC(=C1)C1=CC=C(C=C1)N1CCC(CC1)C(=O)N1CC2=NC=CC=C2C1 (1-(4-(1H-pyrazol-4-yl)phenyl)piperidin-4-yl)(5,7-dihydro-6H-pyrrolo[3,4-b]pyridine-6-yl)methanone